OOOCC 1,2,3-trioxapentane